(2-isopropyl-4-(4-(tert-butyl)phenyl)-1H-inden-1-yl)silane zirconium dichloride [Cl-].[Cl-].[Zr+2].C(C)(C)C=1C(C2=CC=CC(=C2C1)C1=CC=C(C=C1)C(C)(C)C)[SiH3]